BrC=1C=C(C=CC1)C1(COC1)CC(=O)O [3-(3-bromophenyl)oxetan-3-yl]acetic acid